COS(=O)(=O)[O-].OCC[N+](C)(CCO)CCO tri(2-hydroxyethyl)methylammonium methylsulfate